tert-butyl 4-(4-(9-chloro-3-methyl-10-oxo-10H-chromeno[3,2-b]pyridin-4-yl)-2-fluorophenyl)piperazine-1-carboxylate ClC=1C=2C(C3=NC=C(C(=C3OC2C=CC1)C1=CC(=C(C=C1)N1CCN(CC1)C(=O)OC(C)(C)C)F)C)=O